CC1=CCC2C(NCC=N2)=C1 7-methyl-1,2,4a,5-tetrahydrobenzo[b]Pyrazine